OCC=1C=C(C=CC1C)CC(C(=O)[O-])(C)C 3-[3-(hydroxymethyl)-4-methylphenyl]-2,2-dimethylpropionate